(3S)-3-(4-chlorophenyl)-3-[1-(4-chlorophenyl)-7-fluoro-1-hydroxy-3-oxo-5-(pyridine-2-carbonyl)-2,3-dihydro-1H-isoindol-2-yl]propanoic acid ethyl ester C(C)OC(C[C@H](N1C(C2=C(C=C(C=C2C1=O)C(=O)C1=NC=CC=C1)F)(O)C1=CC=C(C=C1)Cl)C1=CC=C(C=C1)Cl)=O